ClC(=O)OC1=C(C=C(C=C1)[N+](=O)[O-])[N+](=O)[O-] 2,4-dinitrophenyl chloroformate